benzyl (1,19-diamino-10-((3-((3-aminopropyl)amino)-3-oxopropoxy)methyl)-5,15-dioxo-8,12-dioxa-4,16-diazanonadecan-10-yl)carbamate NCCCNC(CCOCC(COCCC(NCCCN)=O)(COCCC(=O)NCCCN)NC(OCC1=CC=CC=C1)=O)=O